ClC1=C(C=C(OCC(=O)NC23CC(C2)(C3)NC(=O)[C@H]3OC2=C(C(C3)=O)C=CC=C2)C=C1)F (2S)-N-{3-[2-(4-chloro-3-fluorophenoxy)acetamido]bicyclo[1.1.1]pentan-1-yl}-4-oxo-3,4-dihydro-2H-1-benzopyran-2-carboxamide